C(C)(C)(C)OC(=O)N1[C@H](C2=CC(=CC=C2CC1)C(=O)O)C1=CC=C(C=C1)F (S)-2-(tert-butoxycarbonyl)-1-(4-fluorophenyl)-1,2,3,4-tetrahydroisoquinoline-7-carboxylic acid